C(C)(=C)NCCC1=CC=CC=C1 beta-allyl-phenethylamine